8-ethyl-tetracyclo[4.4.0.12,5.17,10]-dodeca-3-ene C(C)C1C2C3C4C=CC(C3C(C1)C2)C4